C(C)(C)(C)OC(=O)N1C(=CC=C1)OB(O)O (1-(tert-butoxycarbonyl)-1H-pyrrol-2-yl)boric acid